1-[1-(R)-benzyl-2-(piperidin-1-yl)ethyl]-4-[(3-trifluoromethylphenyl)sulfinylmethyl]-1H-1,2,3-triazole C(C1=CC=CC=C1)[C@H](CN1CCCCC1)N1N=NC(=C1)CS(=O)C1=CC(=CC=C1)C(F)(F)F